(2-((2,3-dihydro-1H-inden-2-yl)carbamoyl)-6-((2-fluoro-3-methylphenyl)-amino)pyridin-4-yl)carbamic acid tert-butyl ester C(C)(C)(C)OC(NC1=CC(=NC(=C1)NC1=C(C(=CC=C1)C)F)C(NC1CC2=CC=CC=C2C1)=O)=O